ClC1=C(C(=O)NC2=C3C=NN(C3=CC=C2)C=2N=NC(=CC2)C)C=C(C=C1)CNC(=O)C1CCCC1 2-Chloro-5-{[(cyclopentylcarbonyl)amino]methyl}-N-[1-(6-methylpyridazin-3-yl)-1H-indazol-4-yl]benzamide